7-(2-(5,5-difluoro-2,7-diazaspiro[3.5]nonan-7-yl)ethyl)-1,2,3,4-tetrahydro-1,8-naphthyridine FC1(C2(CNC2)CCN(C1)CCC1=CC=C2CCCNC2=N1)F